C(CCCS(=O)(=O)[O-])S(=O)(=O)[O-] butanedisulphonate